3-(5-cyclopropyl-4-(1-methyl-1H-pyrazol-3-yl)isoxazol-3-yl)-1-isopropyl-1H-pyrazolo[3,4-d]pyrimidin-4-amine C1(CC1)C1=C(C(=NO1)C1=NN(C2=NC=NC(=C21)N)C(C)C)C2=NN(C=C2)C